2,4-bis(2,4-xylyl)-2-(1,3,5-triazinyl)5-octoxyphenol C1(=C(C=C(C=C1)C)C)C1(C(C=C(C(=C1)C1=C(C=C(C=C1)C)C)OCCCCCCCC)O)C1=NC=NC=N1